trioxolane O1OOCC1